8-[1-(3,4-difluoro-2-methylsulfonyl-anilino)ethyl]-3,6-dimethyl-2-morpholino-quinoline-4-carbonitrile FC=1C(=C(NC(C)C=2C=C(C=C3C(=C(C(=NC23)N2CCOCC2)C)C#N)C)C=CC1F)S(=O)(=O)C